Methyl 2-(1H-pyrrol-1-yl)-3-(3-(p-tolylthio)azetidin-1-yl)benzoate N1(C=CC=C1)C1=C(C(=O)OC)C=CC=C1N1CC(C1)SC1=CC=C(C=C1)C